C1=CC=CC2=C1C=1NC3=CC=CC=C3C1CS2 6,11-dihydro[1]benzothiopyrano[4,3-b]indole